C1(=CC=CC=C1)[C@]1(CN(CC1)C(=O)OC(C)(C)C)C(NC=1C=CC=C2C=CC=NC12)=O |r| tert-Butyl (±)-trans-3-phenyl-3-(quinolin-8-ylcarbamoyl)pyrrolidine-1-carboxylate